NC=1C=C(C=CC1N)C=1C(CC(NN1)=O)C 6-(3,4-diaminophenyl)-4,5-dihydro-5-methyl-3(2H)-pyridazinone